2,4-dicyano-3-methylpentanediamide C(#N)C(C(=O)N)C(C(C(=O)N)C#N)C